(2S,5S)-4-(1-(4-cyanopyrimidin-2-yl)-4-fluoropiperidine-4-carbonyl)-2,3,4,5-tetrahydro-2,5-methanopyrido[3,4-f][1,4]oxazepine-9-carbonitrile C(#N)C1=NC(=NC=C1)N1CCC(CC1)(C(=O)N1C[C@H]2OC3=C([C@@H]1C2)C=NC=C3C#N)F